7-chloro-8-(2,5-dihydrofuran-3-yl)-2-methoxy-1,5-naphthyridine ClC1=CN=C2C=CC(=NC2=C1C=1COCC1)OC